C(C=C)OC1=NC=CC2=CC=CC=C12 1-Allyloxyisoquinoline